C(CC)C1=CC=C2C(=CNC2=C1)S(=O)(=O)Cl 6-propyl-1H-indole-3-sulfonyl chloride